[Si](C)(C)(C(C)(C)C)OCC=1N=C2N(C=C(C=C2N2C(N(C(C2)=O)CC(=O)OC)=O)C2CC2)C1 methyl 2-(3-(2-(((tert-butyldimethylsilyl)oxy)methyl)-6-cyclopropylimidazo[1,2-a]pyridin-8-yl)-2,5-dioxoimidazolidin-1-yl)acetate